[Na].C1(=CC=CC=C1)[SiH](C1=C(C=C(C=C1)CCSC)[SiH](C1=CC=CC=C1)C1=CC=CC=C1)C1=CC=CC=C1 1,2-bis(diphenylsilyl)p-methylthioethylbenzene sodium